C(\C=C\C1=CC=C(C=C1)O)(=O)[O-] trans-coumarate